ClC=1C=C(C=CC1F)C(C1=NC2=C(C=CCNS2(=O)=O)N1)C1=CC(=C(C=C1)F)Cl 7-(bis(3-chloro-4-fluorophenyl)methyl)-3,6-dihydro-2H-imidazo[4,5-f][1,2]thiazepine 1,1-di-oxide